CC1=NC(=CC=C1C1=NN2C(N=CC=C2)=C1C(=O)N[C@@H]1C(NC2=C(C(=N1)C1=CC=CC=C1)C=CC=C2F)=O)NC(C)C 2-[2-methyl-6-(propan-2-ylamino)pyridin-3-yl]-N-[(3S)-9-fluoro-2-oxo-5-phenyl-1,3-dihydro-1,4-benzodiazepine-3-Yl]pyrazolo[1,5-a]pyrimidine-3-carboxamide